CC1=C(C(=CC(=C1)C)C)[N] (2,4,6-trimethylphenyl)nitrogen